2-hydroxypropyl-sodium phosphonate P(O)(O)=O.OC(C[Na])C